C[C@@H]1CN(C[C@@H](N1)C)C(=O)OC(C)(C)C tert-butyl (3r,5s)-3,5-dimethylpiperazine-1-carboxylate